C(C(=C)C)(=O)OCCC[Si](OCC)(OCC)OCC γ-methacryloyloxypropyl-triethoxysilane